The molecule is an imidazopyridine having norleucine and ornithine residues attached via their side-chains at the 4- and 2-positions respectively. It has a role as a cross-linking reagent and a biomarker. It is an imidazopyridine and a non-proteinogenic L-alpha-amino acid. C1=CN(C2=NC(=NC2=C1)NCCC[C@@H](C(=O)O)N)CCCC[C@@H](C(=O)O)N